ClC=1C=CC=C2[C@H](CCOC12)NC(=O)NC=1N=C(SC1)C1=CC=NC=C1 1-[(4S)-8-chlorochroman-4-yl]-3-[2-(4-pyridyl)thiazol-4-yl]urea